O=C1NC(CC[C@@H]1N1C(C2=CC=CC(=C2C1=O)N1CCC(CC1)CN1CCN(CC1)CCCNC1=C2N=CN(C2=NC=N1)C1CC(C1)NC(C1=NC(=CC=C1)C)=O)=O)=O N-((1s,3s)-3-(6-((3-(4-((1-(2-(2,6-dioxopiperidin-3-yl)-1,3-dioxoisoindolin-4-yl)piperidin-4-yl)methyl)piperazin-1-yl)propyl)amino)-9H-purin-9-yl)cyclobutyl)-6-methylpicolinamide